C1(=CC=CC2=CC=CC=C12)C1=NN=NC=C1 naphthyltriazine